2-bromo-N1-(2-bromo-5-(tert-butyl)-3-(3,6-di-tert-butyl-9H-carbazol-9-yl)phenyl)-5-(tert-butyl)-N1,N3,N3-tris(4-(tert-butyl)phenyl)benzene-1,3-diamine BrC1=C(C=C(C=C1N(C1=CC=C(C=C1)C(C)(C)C)C1=CC=C(C=C1)C(C)(C)C)C(C)(C)C)N(C1=CC=C(C=C1)C(C)(C)C)C1=C(C(=CC(=C1)C(C)(C)C)N1C2=CC=C(C=C2C=2C=C(C=CC12)C(C)(C)C)C(C)(C)C)Br